3-[4-[8-chloro-7-[(2-methyl-3H-benzimidazol-5-yl)oxy]quinoxalin-2-yl]pyrazol-1-yl]-N,N-dimethyl-azetidine-1-carboxamide ClC=1C(=CC=C2N=CC(=NC12)C=1C=NN(C1)C1CN(C1)C(=O)N(C)C)OC1=CC2=C(N=C(N2)C)C=C1